FC1=CC(=C(C=C1)C=O)OC (4-fluoro-2-methoxyphenyl)methanone